ClC1=NC(=CC(=C1)C1(CC1)NC(C[C@@](C)(O)C1=C(C=CC=C1F)F)=O)OCC(F)(F)F (R)-N-(1-(2-chloro-6-(2,2,2-trifluoroethoxy)pyridin-4-yl)cyclopropyl)-3-(2,6-difluorophenyl)-3-hydroxybutanamide